[3-[(hydroxymethyl)amino]-3-carbonyl-propyl]-phosphonic acid dimethyl ester COP(OC)(=O)CCC(=C=O)NCO